tert-butyl ((1R,3R)-3-(2,2-difluoroethoxy)cyclopentyl)carbamate FC(CO[C@H]1C[C@@H](CC1)NC(OC(C)(C)C)=O)F